2-(3-chlorothiophen-2-yl)-7-(isoquinolin-4-yl)-5,7-diazaspiro[3.4]octane-6,8-dione ClC1=C(SC=C1)C1CC2(C1)NC(N(C2=O)C2=CN=CC1=CC=CC=C21)=O